Tert-butyl 6-chloro-3-[3-(naphthalen-1-yloxy)propyl]-7-(1,3,5-trimethyl-1H-pyrazol-4-yl)-1H-indole-2-carboxylate ClC1=CC=C2C(=C(NC2=C1C=1C(=NN(C1C)C)C)C(=O)OC(C)(C)C)CCCOC1=CC=CC2=CC=CC=C12